5-amino-2-[2-(8-azabicyclo[3.2.1]octan-8-yl)ethyl]-8-(2,6-dimethyl-4-pyridinyl)-7-phenyl-[1,2,4]triazolo[4,3-c]pyrimidin-3-one NC1=NC(=C(C=2N1C(N(N2)CCN2C1CCCC2CC1)=O)C1=CC(=NC(=C1)C)C)C1=CC=CC=C1